Cl.CC1NCCC(C1)C 2,4-dimethylpiperidine hydrochloride